2-fluoro-6-((1,1,1-trifluoropropan-2-yl)oxy)benzaldehyde FC1=C(C=O)C(=CC=C1)OC(C(F)(F)F)C